N[C@H](C(F)F)C1=CC(=CNC1=O)[C@@H]1CN(CCC1(F)F)[C@H](C(=O)NC=1SC2=C(N1)C=C1C(=C2)OC(O1)(F)F)C (S)-2-((R)-3-(5-((S)-1-amino-2,2-difluoroethyl)-6-oxo-1,6-dihydropyridin-3-yl)-4,4-difluoropiperidin-1-yl)-N-(2,2-difluoro-[1,3]dioxolo[4',5':4,5]benzo[1,2-d]thiazol-6-yl)propanamide